C[C@H]1[C@@H]([C@@H]2C[C@@H]3N1[C@@H]4C2[C@H]([C@@]5(C4)C3=NC6=CC=CC=C56)OC(=O)C)CO The molecule is an indole alkaloid having a ajmalan-type skeleton and characterised by a 17alpha-acetoxy group, a 21beta-methyl group, loss of the 1-methyl group with associated unsaturation at N(1)=C(2), and a 20alpha-hydroxymethyl group in place of the 20beta-ethyl side-chain. It derives from a hydride of an ajmalan.